ethyl 4-[2-(2-hydroxycyclohexyl)ethynyl]-2,6-dimethyl-7-oxo-1H-pyrrolo[2,3-c]pyridine-3-carboxylate OC1C(CCCC1)C#CC=1C2=C(C(N(C1)C)=O)NC(=C2C(=O)OCC)C